tert-butyl 2-chloro-6h,7h,8h-pyrimido[5,4-b][1,4]oxazine-8-carboxylate ClC=1N=CC=2OCCN(C2N1)C(=O)OC(C)(C)C